NC=1C2=C(N=CN1)N(C=C2C2=CC=C(C=C2)NC(=O)C=2C(N(N=C(C2)CCOC)C2=NC=C(C=C2)F)=O)CC(F)(F)F N-(4-(4-Amino-7-(2,2,2-trifluoroethyl)-7H-pyrrolo[2,3-d]pyrimidin-5-yl)phenyl)-2-(5-Fluoropyridin-2-yl)-6-(2-methoxyethyl)-3-oxo-2,3-dihydropyridazine-4-carboxamide